2-benzyl-2-azaspiro[3.3]heptan-6-yl (2R,5S)-4-(6-fluoroquinazolin-2-yl)-2,5-dimethylpiperazine-1-carboxylate FC=1C=C2C=NC(=NC2=CC1)N1C[C@H](N(C[C@@H]1C)C(=O)OC1CC2(CN(C2)CC2=CC=CC=C2)C1)C